FC(C(=O)NC1=C(C=C(C=C1C)I)C)(F)F 2,2,2-trifluoro-N-(4-iodo-2,6-dimethylphenyl)acetamide